OC1=C(C=C(C=C1)/C=C/C(\C(\C(=O)O)=C/C1=CC(=C(C=C1)O)OC)C(=O)O)OC 3-[(E)-2-(4-Hydroxy-3-methoxyphenyl)ethenyl](E)-2-[(4-hydroxy-3-methoxyphenyl)methylidene]succinic acid